CN1C(=NN=C1)N 4-methyl-4H-1,2,4-triazole-3-amine